[N+](=O)([O-])C1=CC=C(C=C1)N(C([O-])=O)[C@H](C)C1=C(C=CC=C1)Cl.C(C(=C)C)(=O)OC1=CC=C(C=C1)[I+]C1=CC=C(C=C1)C(C)(C)C (4-(methacryloyloxy)phenyl)(p-tert-butylphenyl)iodonium 4-nitrophenyl-(R)-(1-(2-chlorophenyl)ethyl)carbamate